BrC1=CC=C(C=C1)C(C1=NC(=NO1)CC(C(=O)OC(C)(C)C)=C)(F)F tert-butyl 2-((5-((4-bromophenyl)difluoromethyl)-1,2,4-oxadiazol-3-yl)methyl)acrylate